ClC=1C=NN2C1N=C(NC1=C2C=C(C=C1)N1[C@@H]2CO[C@H](C1)C2)C2=C(C=CC=C2F)F (1S,4S)-5-[3-chloro-5-(2,6-difluorophenyl)-6H-pyrazolo[1,5-a][1,3,5]benzotriazepin-9-yl]-2-oxa-5-azabicyclo[2.2.1]heptane